5'-chloro-7'-(pyrimidin-4-ylamino)spiro[cyclobutane-1,2'-pyrido[2,1-f][1,2,4]triazine]-4',8'(1'H,3'H)-dione hydrochloride Cl.ClC=1C=C(C(N2NC3(NC(C21)=O)CCC3)=O)NC3=NC=NC=C3